C(=CC)N1CC(CC1)C1CCNC=2N1N=C(C2C(=O)N)C#CC2=CC(=CC(=C2)OC)OC 7-(1-propenylpyrrolidin-3-yl)-2-((3,5-dimethoxyphenyl)ethynyl)-4,5,6,7-tetrahydropyrazolo[1,5-a]pyrimidine-3-carboxamide